C(C)(C)(C)OC(=O)NC=1C=C(C=C2C=CC=NC12)F 8-((tert-butoxycarbonyl)amino)-6-fluoroquinoline